methacrylic acid trifluoromethanesulfonyl imide FC(S(=O)(=O)N=C(C(=C)C)O)(F)F